C(=O)(O)CSSCC(=O)O 2-(carboxymethyl-disulfanyl)acetic acid